methyl 3-hydroxy-4-iodobenzoate OC=1C=C(C(=O)OC)C=CC1I